CC1=NOC(=C1C1=NC2=CC(=CC(=C2C=C1C1=CC=C(C=C1)OC)C(C)N)C)C 1-(2-(3,5-dimethylisoxazol-4-yl)-3-(4-methoxyphenyl)-7-methylquinolin-5-yl)ethan-1-amine